4-chloro-6-isopropoxy-N-methyl-N-phenyl-1,3,5-triazin-2-amine ClC1=NC(=NC(=N1)OC(C)C)N(C1=CC=CC=C1)C